CC1=NC(=CC=C1C1=C(C(=C(C(=C1N1C2=CC=CC=C2C=2C=C(C=CC12)C1=CC=CC=C1)C1=NC=CC=C1)N1C2=CC=CC=C2C=2C=C(C=CC12)C1=CC=CC=C1)N1C2=CC=CC=C2C=2C=C(C=CC12)C1=CC=CC=C1)N1C2=CC=CC=C2C=2C=C(C=CC12)C1=CC=CC=C1)C 9,9',9'',9'''-(4-(2,6-dimethylpyridin-3-yl)-6-(pyridin-2-yl)benzene-1,2,3,5-tetrayl)tetrakis(3-phenyl-9H-carbazole)